5-chloro-1-(2-methoxypropyl)-1H-pyrazolo[4,3-b]pyridine ClC1=CC=C2C(=N1)C=NN2CC(C)OC